isopropyl (((4-(4-((3-(3,6-difluoropyridin-2-yl)-1-((1r,4r)-4-ethoxycyclohexyl)-1H-pyrazol-4-yl)carbamoyl)thiazol-2-yl)-1H-pyrazol-1-yl)methoxy) (phenoxy)phosphoryl)-D-alaninate FC=1C(=NC(=CC1)F)C1=NN(C=C1NC(=O)C=1N=C(SC1)C=1C=NN(C1)COP(=O)(OC1=CC=CC=C1)N[C@H](C)C(=O)OC(C)C)C1CCC(CC1)OCC